C1(CC1)N1CC=CC(=C1)N1CCN(CC1)CC=1C=NC=2C=C(C(NC2C1)=O)CC N-cyclopropyl-5-(4-((7-ethyl-6-oxo-5,6-dihydro-1,5-naphthyridin-3-yl)methyl)piperazin-1-yl)pyridine